ClC1=CC=C(C=N1)C1=NOC(=C1COC1=CC=C(N=N1)C(=O)N[C@@H]1COCC1)C (S)-6-((3-(6-Chloropyridin-3-yl)-5-methylisoxazol-4-yl)methoxy)-N-(tetrahydrofuran-3-yl)pyridazin-3-carboxamid